[K+].O1C=2C(OCC1CCCCCCCCS(=O)(=O)[O-])=CSC2 8-(2,3-dihydro-thieno[3,4-b][1,4]dioxin-2-yl)octane-1-sulfonic acid potassium salt